CC1=C(C=C(C=C1)NC(C1=CC(=NC=C1)C(F)(F)F)=O)C=1C=NC2=CC(=NC=C2C1)NC N-(4-methyl-3-(7-(methylamino)-1,6-naphthyridin-3-yl)phenyl)-2-(trifluoromethyl)isonicotinamide